5-chloro-6-nitro-2,3-dihydro-1H-indene ClC=1C=C2CCCC2=CC1[N+](=O)[O-]